2-[2-Chloro-4-fluoro-5-(7-morpholin-4-yl-quinazolin-4-yl)-phenyl]-2-(3,5-dimethyl-pyrazin-2-yl)acetamide ClC1=C(C=C(C(=C1)F)C1=NC=NC2=CC(=CC=C12)N1CCOCC1)C(C(=O)N)C1=NC=C(N=C1C)C